OC1=CC=C(C=C1)N=NC1=C(C(=O)O)C=CC=C1 2-(p-hydroxyphenylazo)benzoic acid